dicyclohexyl-[3,6-dimethoxy-2-(2,4,6-triisopropylphenyl)phenyl]phosphane C1(CCCCC1)P(C1=C(C(=CC=C1OC)OC)C1=C(C=C(C=C1C(C)C)C(C)C)C(C)C)C1CCCCC1